O1CCNCC12COC(OC2)CCN(C2=CC=C(C#N)C=C2)CC2=CC(=C(C=C2)OC)F 4-((2-((6r,9r)-1,8,10-trioxa-4-azaspiro[5.5]undecan-9-yl)ethyl)(3-fluoro-4-methoxybenzyl)amino)benzonitrile